N1(CCCC1)C(=O)OC1=CC=CC=C1 phenyl pyrrolidine-1-carboxylate